1-isopropyl-4-methyl-N-(1-methylcyclopropyl)-5-oxo-1,2,4,5-tetrahydroimidazo[1,2-a]quinazoline-7-sulfonamide C(C)(C)C1CN=C2N1C1=CC=C(C=C1C(N2C)=O)S(=O)(=O)NC2(CC2)C